C(C1=CC=CC=C1)N1C(CCC1CF)C(=O)OC methyl 1-benzyl-5-(fluoromethyl)pyrrolidine-2-carboxylate